ClC=1C=CC2=C(C[C@@H](CC=3N2C(=NN3)[C@@H]3CC[C@H](CC3)OC3=NC=CC=C3)NCC(F)(F)F)C1 (5S)-8-chloro-1-[trans-4-(pyridin-2-yloxy)cyclohexyl]-N-(2,2,2-trifluoroethyl)-5,6-dihydro-4H-[1,2,4]triazolo[4,3-a][1]benzazepin-5-amine